3-(4-(benzyloxy)-7-methyl-1-oxoisoindolin-2-yl)piperidine-2,6-dione C(C1=CC=CC=C1)OC1=C2CN(C(C2=C(C=C1)C)=O)C1C(NC(CC1)=O)=O